2-thenoyl-tridecafluorooctanone C1(=CC=CS1)C(=O)CC(C(C(C(C(C(C(F)(F)F)=O)(F)F)(F)F)(F)F)(F)F)(F)F